O([C@@H]1[C@H](O)[C@@H](O)[C@H](O)[C@H](O1)CO)CCCCCCCCCC n-decyl alpha-D-glucopyranoside